C(C)C(CC)/C(=C/C(C(CC)CC)=O)/C(=O)[O-].[K+] Potassium (Z)-3,7-diethyl-6-oxonon-4-en-4-carboxylate